O=C1NC(CCC1N1C(C2=CC=CC(=C2C1=O)NC1CC2(C1)CCC(CC2)N(C(OCC2=CC=CC=C2)=O)C)=O)=O 1-Benzyl N-[2-[[2-(2,6-dioxo-3-piperidyl)-1,3-dioxo-isoindolin-4-yl]amino]spiro[3.5]nonan-7-yl]-N-methyl-carbamate